C(C)NC1=C(C=CC=C1)NCCNCC1=CC(=CC=C1)Cl N-(2-ethylamino-phenyl)-N'-(3-chlorobenzyl)-1,2-ethylenediamine